Erythritol dipelargonate C(CCCCCCCC)(=O)O.C(CCCCCCCC)(=O)O.C([C@H](O)[C@H](O)CO)O